Boron-cobalt-titanium oxide [O-2].[Ti+4].[Co+2].[B+3]